(1s,3s)-3-(5-(trifluoromethyl)-1H-pyrazol-1-yl)cyclobutyl ((7-chloro-2-(2,6-dioxopiperidin-3-yl)-4-fluoro-3-oxoisoindolin-5-yl)methyl)carbamate ClC=1C=C(C(=C2C(N(CC12)[C@@H]1C(NC(CC1)=O)=O)=O)F)CNC(OC1CC(C1)N1N=CC=C1C(F)(F)F)=O